N-(4-(N-(1-acetyl-5-methoxyindolin-6-yl)sulfamoyl)naphthalen-1-yl)-2-methylbenzamide C(C)(=O)N1CCC2=CC(=C(C=C12)NS(=O)(=O)C1=CC=C(C2=CC=CC=C12)NC(C1=C(C=CC=C1)C)=O)OC